5-chloro-2-(difluoromethyl)-N-((1r,4r)-4-((3-(3-(5-methyl-1,3,4-oxadiazol-2-yl)phenyl)-2-oxo-2,3-dihydro-1H-benzo[d]imidazol-1-yl)methyl)cyclohexyl)nicotinamide ClC=1C=NC(=C(C(=O)NC2CCC(CC2)CN2C(N(C3=C2C=CC=C3)C3=CC(=CC=C3)C=3OC(=NN3)C)=O)C1)C(F)F